[(2R)-2-[(3aR,5R,6R,6aR)-6-acetoxy-2,2-dimethyl-3a,5,6,6a-tetrahydro-furo[2,3-d]-[1,3]dioxol-5-yl]-2-acetoxy-ethyl] acetate C(C)(=O)OC[C@@H](OC(C)=O)[C@@H]1[C@H]([C@@H]2[C@@H](OC(O2)(C)C)O1)OC(C)=O